(R)-β-amino-4-(4-methylphenyl)-butyric acid N[C@@H](CC(=O)O)CC1=CC=C(C=C1)C